S1C=NC=C1CN(C(O)=O)C1=CC=C(C=C1)C(C)(C1=CC=NC=C1)O.COC1=CC=C2NC=C(C(C(N(C([2H])([2H])[2H])C([2H])([2H])[2H])([2H])[2H])([2H])[2H])C2=C1 5-methoxy-α,α,β,β-tetradeutero-N,N-di(trideuteromethyl)tryptamine thiazol-5-ylmethyl-(4-(1-hydroxy-1-(pyridin-4-yl)ethyl)phenyl)carbamate